N1=CC=C2N1C=CC(=C2)C2=CNC=1N=C(N=CC12)NC1C[C@@H]2[C@@H](CN(C2)C(C)=O)C1 1-((3aR,5r,6aS)-5-((5-(pyrazolo[1,5-a]pyridin-5-yl)-7H-pyrrolo[2,3-d]pyrimidin-2-yl)amino)hexahydrocyclopenta[c]pyrrol-2(1H)-yl)ethan-1-one